CN1N=C(C=C1S(=O)(=O)N1[C@H]2CC(C[C@@H]1CC2)CN2CCOCC2)C 4-(((1R,3r,5S)-8-((1,3-dimethyl-1H-pyrazol-5-yl)sulfonyl)-8-azabicyclo[3.2.1]octan-3-yl)methyl)morpholine